methyl 2-(3,3-difluorocyclobutyl)pyrimidine-5-carboxylate FC1(CC(C1)C1=NC=C(C=N1)C(=O)OC)F